COC=1C=CC2=C(N=CO2)C1 5-methoxybenzo[d]oxazol